4-(bromomethyl)-1λ6-thiane-1,1-dione BrCC1CCS(CC1)(=O)=O